N1(CCC1)CCCCC(=O)OC(CCC\C=C/CCCCC)C(CCC\C=C/CCCCC)CCC\C=C/CCCCC (6Z,16Z)-12-((Z)-dec-4-en-1-yl)docosa-6,16-dien-11-yl 5-(azetidin-1-yl)-pentanoate